1-bromo-3-fluoro-5-octylbenzene BrC1=CC(=CC(=C1)CCCCCCCC)F